(S)-N-(1-(azetidin-1-ylmethyl)cyclopropyl)-2-methoxy-2-phenylacetamide N1(CCC1)CC1(CC1)NC([C@H](C1=CC=CC=C1)OC)=O